N1(C=NC=C1)C1=CC=C(CN(CCC2=CC=C(C=C2)NC(=O)C2=C(C=C(C(=C2)OC)OC)NC(=O)C=2OC3=CC=CC=C3C(C2)=O)CC)C=C1 N-(2-((4-(2-((4-(1H-Imidazol-1-yl)benzyl)(ethyl)amino)ethyl)phenyl)carbamoyl)-4,5-dimethoxyphenyl)-4-oxo-4H-chromene-2-carboxamide